BrC1=CC=C(C=C1)NC(C(C)(C)C)=O N-(4-bromophenyl)pivaloamide